5-((1R,4R)-2-oxa-5-azabicyclo[2.2.1]heptan-5-yl)pyrazolo[1,5-a]pyrimidine [C@H]12OC[C@H](N(C1)C1=NC=3N(C=C1)N=CC3)C2